C1CN(CCC12CCNCC2)C(=O)OCC2=CC=CC=C2 benzyl 3,9-diazaspiro[5.5]undecane-3-carboxylate